CSC1=NC=CC(=N1)C=O 2-(methylsulfanyl)pyrimidine-4-carbaldehyde